Cl.C(C)OC([C@H](CC1=CC=CC=C1)N)=O (S)-2-amino-3-phenylpropionic acid ethyl ester hydrochloride